[2-(1,4-diazepin-1-yl)pyrimidin-5-yl]-5-[(1R)-1-(3,5-dichloro-4-pyridinyl)ethoxy]-1H-indazole trifluoroacetate salt FC(C(=O)O)(F)F.N1(C=CN=CC=C1)C1=NC=C(C=N1)N1N=CC2=CC(=CC=C12)O[C@H](C)C1=C(C=NC=C1Cl)Cl